(2S,4S)-1-(((9H-fluoren-9-yl)methoxy)carbonyl)-4-(4-(tert-butoxy)-4-oxobutanamido)pyrrolidine-2-carboxylic acid C1=CC=CC=2C3=CC=CC=C3C(C12)COC(=O)N1[C@@H](C[C@@H](C1)NC(CCC(=O)OC(C)(C)C)=O)C(=O)O